2-(3-(8-Amino-6-(1-methyl-1H-pyrazol-4-yl)imidazo[1,2-a]pyrazin-3-yl)-4-methylphenyl)-3,3,3-trifluoropropane-1,2-diol trifluoroacetate salt FC(C(=O)O)(F)F.NC=1C=2N(C=C(N1)C=1C=NN(C1)C)C(=CN2)C=2C=C(C=CC2C)C(CO)(C(F)(F)F)O